imidazo[1,2-a]pyrazine-6-carboxamide N=1C=CN2C1C=NC(=C2)C(=O)N